CNC(=O)N1C[C@H]2N(C3=C(N(C2)C2=CC=C(C=C2)C(F)(F)F)C=CC=N3)CC1 (S)-N-methyl-5-(4-(trifluoromethyl)phenyl)-5,6,6a,7,9,10-hexahydro-8H-pyrazino[1,2-a]pyrido[3,2-e]pyrazine-8-carboxamide